N-butylindole C(CCC)N1C=CC2=CC=CC=C12